ClC=1C=C(C=CC1F)C(C=1NC(=C(N1)S(=O)(=O)C)C)OCC1CC(C1)C1CC1 2-[(3-chloro-4-fluorophenyl)-[(3-cyclopropylcyclobutyl)methoxy]methyl]-5-methyl-4-methylsulfonyl-1H-imidazole